C(C)(C)(C)OC(=O)N1[C@@H]2CC[C@H]([C@H]1C1=NN=C(N1)CC=1NC3=CC=CC=C3C1)C2 (1R,3S,4S)-3-(5-((1H-indol-2-yl)methyl)-4H-1,2,4-triazol-3-yl)-2-azabicyclo[2.2.1]heptane-2-carboxylic acid tert-butyl ester